1-tetradecanoyl-2-(4Z,7Z,10Z,13Z,16Z,19Z-docosahexaenoyl)-sn-glycero-3-phosphocholine CCCCCCCCCCCCCC(=O)OC[C@H](COP(=O)([O-])OCC[N+](C)(C)C)OC(=O)CC/C=C\C/C=C\C/C=C\C/C=C\C/C=C\C/C=C\CC